FC(S(=O)(=O)[O-])(F)F.C(CCC)NC(=O)C=1C(=[N+](C=CC1)CCCCCCCCCCCC)Cl 3-(butylcarbamoyl)-2-chloro-1-dodecylpyridin-1-ium trifluoromethanesulfonate